2-(7-fluoro-2-oxo-2H-chromen-3-yl)thiazole-4-carboxylic acid FC1=CC=C2C=C(C(OC2=C1)=O)C=1SC=C(N1)C(=O)O